4,6-dimethyl-5-nitropyridin-2-ol CC1=CC(=NC(=C1[N+](=O)[O-])C)O